6-methyl-5-(3-methyltriazol-4-yl)pyridin-3-amine CC1=C(C=C(C=N1)N)C=1N(N=NC1)C